methyl (2S,4R)-4-hydroxy-1-(5-methoxy-2-nitro-4-((triisopropylsilyl)oxy)benzoyl)pyrrolidine-2-carboxylate O[C@@H]1C[C@H](N(C1)C(C1=C(C=C(C(=C1)OC)O[Si](C(C)C)(C(C)C)C(C)C)[N+](=O)[O-])=O)C(=O)OC